2-(5-Cyanothiophen-2-yl)-N-[(2S)-1-hydroxypropan-2-yl]-6-[4-(trifluoromethoxy)phenyl]pyrimidin C(#N)C1=CC=C(S1)C1N(C(=CC=N1)C1=CC=C(C=C1)OC(F)(F)F)[C@H](CO)C